C(C)(C)(C)C1(CC(=CC2=C1OP(OC1=C2C=C(C=C1C(C)(C)C)OC)O[C@@H](CP1[C@H](CC[C@@H]1C1=CC=CC=C1)C1=CC=CC=C1)C)OC)[2H] 4,8-di-tert-butyl-6-(((R)-1-((2R,5R)-2,5-diphenylphospholan-1-yl)propan-2-yl)oxy)-2,10-dimethoxydibenzo[d,f][1,3,2]dioxaphosphepine-4-d